C(C)(=O)OC1=C(C(=O)NC=2SC(=CN2)[N+](=O)[O-])C=CC=C1 2-(acetoxy)-N-(5-nitro-2-thiazolyl)benzamide